α-amino-3,4-dihydroxy-benzenepropanamide NC(C(=O)N)CC1=CC(=C(C=C1)O)O